OC(CC(=O)SCCNC(CCNC([C@@H](C(COP(OP(OC[C@@H]1[C@H]([C@H]([C@@H](O1)N1C=NC=2C(N)=NC=NC12)O)OP(=O)(O)O)(=O)O)(=O)O)(C)C)O)=O)=O)CCC(=O)O 3-hydroxyadipyl-CoA